CC1=CNC(=O)N(C1=O)C The molecule is a pyrimidone that is uracil with methyl group substituents at positions 3 and 5. It has a role as a metabolite. It is a pyrimidone and a methylthymine. It derives from a uracil.